2-(furan-2-yl)-2-bromoacetaldehyde O1C(=CC=C1)C(C=O)Br